O=C1NC(CC[C@@H]1C=1C=CC(=NC1)N1CCC(CC1)C(=O)O)=O [5-[(3R)-2,6-dioxopiperidin-3-yl]Pyridin-2-yl]Piperidine-4-carboxylic acid